9,12,13-trihydroxy-octadecenoic acid OC(CCCCCC=CC(=O)O)CCC(C(CCCCC)O)O